C(C)(C)(C)OC(=O)N1CC(CCC1)CC=1N=NC(=CC1)C1=C(C=C(C=C1O)C)F.CC1=NOC(=C1)CCCOC1OCCCC1 3-methyl-5-(3-((tetrahydro-2H-pyran-2-yl)oxy)propyl)isoxazole tert-Butyl-3-((6-(2-fluoro-6-hydroxy-4-methylphenyl)pyridazin-3-yl)methyl)piperidine-1-carboxylate